NC=1C=C(C=CC1N)C1=CC=C(C=C1F)F 3',4'-diamino-4,6-difluoro-[1,1'-biphenyl]